(E)-N-hydroxy-3-(2-(2-oxo-4-(4-(trifluoromethoxy)phenyl)piperazin-1-yl)phenyl)acrylamide ONC(\C=C\C1=C(C=CC=C1)N1C(CN(CC1)C1=CC=C(C=C1)OC(F)(F)F)=O)=O